(S,Z)-3-((S)-sec-butyl)-N'-cyano-7-fluoro-2-oxo-1,2,3,5-tetrahydro-4H-benzo[e][1,4]diazepine-4-carboximidamide [C@H](C)(CC)[C@@H]1N(CC2=C(NC1=O)C=CC(=C2)F)\C(\N)=N/C#N